1,4,8,11-tetraaza-bicyclo[6.6.2]hexadecane-4,11-diacetic acid N12CCN(CCCN(CCN(CCC1)CC(=O)O)CC2)CC(=O)O